FC=1C=CC2=C(CCO2)C1CNC1=NC=C(C=2N1C=NC2S(=O)(=O)C)C=2C=NC(=CC2)S(=O)(=O)C N-((5-fluoro-2,3-dihydrobenzofuran-4-yl)methyl)-1-(methylsulfonyl)-8-(6-(methylsulfonyl)pyridin-3-yl)imidazo[1,5-c]pyrimidin-5-amine